N[C@H](C(=O)N[C@@H](C)C(N(C)C1=CC=C(C=C1)CO)=O)C(C)C (2S)-2-amino-N-[(1S)-1-{[4-(hydroxymethyl)phenyl](methyl)carbamoyl}ethyl]-3-methylbutanamide